OCCCCCCCCC1=C(C2(CCC(C2C1)O)C(=C)C1=CC=CC=C1)C1=CC=CC=C1 Exo-5-(8-hydroxyoctyl)-4-phenyl-3a-(1-phenylvinyl)-1,2,3,3a,6,6a-hexahydropentalen-1-ol